(((5'-chloro-2'-(piperidin-4-ylamino)-[2,4'-bipyridyl]-6-yl)amino)methyl)tetrahydro-2H-pyran-4-carbonitrile ClC=1C(=CC(=NC1)NC1CCNCC1)C1=NC(=CC=C1)NCC1OCCC(C1)C#N